COC1=C(CN(S(=O)(=O)C2=C(C=C(C(=C2)F)O)F)C2=NC=NS2)C=CC(=C1)OC N-(2,4-dimethoxybenzyl)-2,5-difluoro-4-hydroxy-N-(1,2,4-thiadiazol-5-yl)benzenesulfonamide